6-bromo-2-chloro-7-isopropoxylimidazo[1,2-a]pyridine BrC=1C(=CC=2N(C1)C=C(N2)Cl)OC(C)C